1,1-bis(4'-hydroxyphenyl)-n-heptane OC1=CC=C(C=C1)C(CCCCCC)C1=CC=C(C=C1)O